4-(4-(3,8-diazabicyclo[3.2.1]octan-3-yl)-2-((8,9-dihydro-5H-pyrido[3,4-a]pyrrolizin-9a(7H)-yl)methoxy)-8-fluoropyrido[4,3-d]pyrimidin-7-yl)-5-ethynylnaphthalen-2-ol C12CN(CC(CC1)N2)C=2C1=C(N=C(N2)OCC23CCCN3CC3=C2C=NC=C3)C(=C(N=C1)C1=CC(=CC3=CC=CC(=C13)C#C)O)F